NC=1C(=CC2=C(NC([C@@H](N(C2=O)C([2H])([2H])[2H])CC(=O)N(CC)CC)=O)C1)OC1=CC(=CC(=C1)C)C (S)-2-[8-amino-7-(3,5-dimethylphenoxy)-4-trideuteromethyl-2,5-dioxo-2,3,4,5-tetrahydro-1H-benzo[e][1,4]diazepin-3-yl]-N,N-diethylacetamide